tert-Butyl (4-(3-(1-acetylpyrrolidin-3-yl)-8-aminoimidazo[1,5-a]pyrazin-1-yl)-2-methoxyphenyl)carbamate C(C)(=O)N1CC(CC1)C1=NC(=C2N1C=CN=C2N)C2=CC(=C(C=C2)NC(OC(C)(C)C)=O)OC